N-(1-tert-butylpyrazol-4-yl)-4-methylpiperidine-4-carboximidamide C(C)(C)(C)N1N=CC(=C1)NC(=N)C1(CCNCC1)C